(3R,4R,5R,6R)-6-(aminomethyl)-3-(trifluoromethyl)tetrahydro-2H-pyran-2,4,5-triol NC[C@@H]1[C@@H]([C@@H]([C@H](C(O1)O)C(F)(F)F)O)O